C(C)N1C(C(C2=CC=CC=C12)(O)C1=CC=C(C=C1)S(=O)(=O)N)=O 4-(1-ethyl-3-hydroxy-2-oxoindolin-3-yl)benzenesulfonamide